NC1=NN2C(N=CC=C2)=C1C(=O)N[C@@H](C)C=1N(C(C2=C(C=CC=C2C1)C#CC1CNC(C1)=O)=O)C1=CC=CC=C1 2-amino-N-((1S)-1-(1-oxo-8-(2-(5-oxopyrrolidin-3-yl)ethynyl)-2-phenylisoquinolin-3-yl)ethyl)pyrazolo[1,5-a]pyrimidine-3-Formamide